FC1(CC(C1)(C)C1=C(C=CC=C1)C(C(=O)O)N1CC(C1)OCCCCCC1=NC=2NCCCC2C=C1)F 2-(2-(3,3-difluoro-1-methylcyclobutyl)phenyl)-2-(3-(5-(5,6,7,8-tetrahydro-1,8-naphthyridin-2-yl)pentyloxy)azetidin-1-yl)acetic acid